ISOPROPYL 4-(3-(PYRIDIN-2-YLETHYNYL)BENZAMIDO)BENZOATE N1=C(C=CC=C1)C#CC=1C=C(C(=O)NC2=CC=C(C(=O)OC(C)C)C=C2)C=CC1